FC1=C(C(=CC=C1)OC1=C(C=CC=C1)C)CN1C[C@@H](N([C@@H](C1)C)C(C(C)C)=O)C(=O)NCC1=CC=C(C=C1)C1=NC=CC=N1 (2R,6R)-4-{[2-fluoro-6-(2-methylphenoxy)phenyl]methyl}-6-methyl-1-(2-methylpropanoyl)-N-{[4-(pyrimidin-2-yl)phenyl]methyl}piperazine-2-carboxamide